4,5-dimethyl-1-p-toluenesulfonyl-5,6-dihydropyridin-2(1H)-one CC1=CC(N(CC1C)S(=O)(=O)C1=CC=C(C)C=C1)=O